2-amino-3-[(9Z)-octadec-9-en-1-yloxy]-2-{[(9Z)-octadec-9-en-1-yloxy]methyl}propan-1-ol NC(CO)(COCCCCCCCC\C=C/CCCCCCCC)COCCCCCCCC\C=C/CCCCCCCC